COC=1C=C(CNS(=O)(=O)C)C=CC1N1N=C(C=2C=NC(=CC21)C=2C=NN1C2N=CC=C1)NCCN1CCOCC1 N-(3-Methoxy-4-(3-((2-morpholinoethyl)amino)-6-(pyrazolo[1,5-a]pyrimidin-3-yl)-1H-pyrazolo[4,3-c]pyridin-1-yl)benzyl)methanesulfonamide